BrC1=CC(=C(C(=C1)F)C=1N=C2N(C=CC(=C2)C(F)(F)F)C1C[C@H]1CN(CCO1)C(=O)OC)F methyl (S)-2-((2-(4-bromo-2,6-difluorophenyl)-7-(trifluoromethyl)imidazo[1,2-a]pyridin-3-yl)methyl)morpholine-4-carboxylate